((4S,5S)-5-(2-iodophenyl)-2,2-diethyl-1,3-dioxolan-4-yl)methanol IC1=C(C=CC=C1)[C@H]1[C@@H](OC(O1)(CC)CC)CO